1-{4-[1-(cyclopropylmethyl)-1H-pyrazol-4-yl]phenyl}methylamine C1(CC1)CN1N=CC(=C1)C1=CC=C(C=C1)CN